O-hexadecyl-uridine-3'-phosphate P(=O)(O)(O)O[C@H]1[C@H]([C@@H](O[C@@H]1CO)N1C(=O)NC(=O)C=C1)OCCCCCCCCCCCCCCCC